BrC=1C=C(C=C2C3=C(N(C12)CC#CC)C=NC=C3)Cl 8-bromo-9-but-2-ynyl-6-chloro-pyrido[3,4-b]indole